7-methoxy-benzimidazole-5-carboxylate COC1=CC(=CC2=C1N=CN2)C(=O)[O-]